4-((3-((tert-butoxycarbonyl)amino)phenyl)amino)-2-chloropyrimidine-5-carboxylic acid C(C)(C)(C)OC(=O)NC=1C=C(C=CC1)NC1=NC(=NC=C1C(=O)O)Cl